[Ge]=[Te].[Ga] gallium germanium telluride